COC1=NC=CC(=C1)CN1C(=NC2=NC=C(C=C21)C=2C=CN1N=CN=C(C12)OC)C 1-((2-methoxypyridin-4-yl)methyl)-6-(4-methoxypyrrolo[2,1-f][1,2,4]triazin-5-yl)-2-methyl-1H-imidazo[4,5-b]pyridine